C(=O)C1=CN(C2=CC=C(C=C12)C)C(=O)OC(C)(C)C tert-Butyl 3-formyl-5-methyl-1H-indole-1-carboxylate